(1-methyl-1H-pyrazol-3-yl)pyrazine-2-carboxamide CN1N=C(C=C1)C=1C(=NC=CN1)C(=O)N